(S)-N-((S)-1'-(6-chloropyrido[2,3-b]pyrazin-2-yl)-1,3-dihydrospiro[indene-2,4'-piperidine]-1-yl)-2-methylpropane-2-sulfinamide ClC=1C=CC=2C(=NC=C(N2)N2CCC3(CC2)[C@@H](C2=CC=CC=C2C3)N[S@@](=O)C(C)(C)C)N1